C[Si](OC1CC(CC1)O)(C(C)(C)C)C 3-{[dimethyl(2-methylprop-2-yl)silyl]oxy}cyclopentan-1-ol